ClC1=C2CN(C(C2=CC(=C1)C)=O)C1=CC=NN1C 4-chloro-6-methyl-2-(1-methyl-1H-pyrazol-5-yl)isoindol-1-one